C(C1=CC=CC=C1)N(C(=O)C12CCC(C1)(C2)NC(OC(C)(C)C)=O)CC2=CC=CC=C2 tert-butyl N-[4-(dibenzylcarbamoyl)bicyclo[2.1.1]hexan-1-yl]carbamate